C[C@@]12CN(C[C@@H](CC1)N2)C2=NC=NC1=CC=C(C=C21)C#N 4-((1S,5R)-1-methyl-3,8-diazabicyclo[3.2.1]octan-3-yl)quinazoline-6-carbonitrile